CN1N=C(C=C1NC1=NC2=CC(=C(C=C2C=N1)C)C1CCN(CC1)[C@@]1([C@@H](COC1)O)C)C (3S,4S)-(3S,4S) or (3S,4S)-(3R,4R) or (3R,4R)-(3S,4S) or (3R,4R)-(3R,4R)-4-(4-{2-[(1,3-dimethyl-1H-pyrazol-5-yl)amino]-6-methylquinazolin-7-yl}piperidin-1-yl)-4-methyloxolan-3-ol